C[C@@H]1O[C@@H](CN(C1)C1=NC(=C2N1C1=CC(=CC=C1N=C2)C=2C=CC(=NC2)N2CCC(CC2)N)C)C 1-(5-(1-((2S,6R)-2,6-dimethylmorpholino)-3-methylimidazo[1,5-a]quinoxalin-8-yl)pyridin-2-yl)piperidin-4-amine